C(C)(C)(C)OC(=O)N1C(COCC1)C=1SC(=C(N1)C1=C(C(=CC=C1)NS(=O)(=O)C1=C(C=CC(=C1)F)F)F)C1=NC(=NC=C1)NC(C)=O 3-{5-(2-Acetylaminopyrimidin-4-yl)-4-[3-(2,5-difluorobenzenesulfonylamino)-2-fluorophenyl]-thiazol-2-yl}-morpholine-4-carboxylic acid tert-butyl ester